4-(7-bromo-2-chloro-3-cyano-8-fluoroquinolin-4-yl)-3-methylpiperazine-1-carboxylic acid tert-butyl ester C(C)(C)(C)OC(=O)N1CC(N(CC1)C1=C(C(=NC2=C(C(=CC=C12)Br)F)Cl)C#N)C